BrC=1C=C2C(=NC1)N(C=N2)[C@@H]2C[C@@H](CCC2)NC2=NC=C(C(=N2)C=2C=NN(C2)CC(F)F)C(F)(F)F N-((1R,3S)-3-(6-bromo-3H-imidazo[4,5-b]pyridin-3-yl)cyclohexyl)-4-(1-(2,2-difluoroethyl)-1H-pyrazol-4-yl)-5-(trifluoromethyl)pyrimidin-2-amine